CCCCCCCC\C=C/C\C=C\C (9z,12e)-9,12-tetradecadiene